β-naphthol phosphate P(=O)(O)(O)OC1=CC2=CC=CC=C2C=C1